Diphenyl-2-methacryloyloxy-ethyl phosphate P(=O)(OCC(OC(C(=C)C)=O)(C1=CC=CC=C1)C1=CC=CC=C1)([O-])[O-]